NC1=NC(=C(C(=N1)N[C@H](CC(=O)O)CCCC)CC1=C(C=CC=C1)OC)C (S)-3-((2-amino-5-(2-methoxybenzyl)-6-methylpyrimidin-4-yl)amino)heptanoic acid